C1=CSC(=C1)C(=O)C2=C(N(C3=C2C=C(C=C3)Cl)C(=O)N)O The molecule is a member of indoles, a member of ureas, a member of thiophenes and an organochlorine compound. It has a role as a non-steroidal anti-inflammatory drug and an EC 1.14.99.1 (prostaglandin-endoperoxide synthase) inhibitor.